CC([C@@H](C(=O)N1[C@@H](C[C@H](C1)O)C(=O)NC)N1N=NC(=C1)COC1=CC=C(C=C1)[N+](=O)[O-])(C)C (2S,4r)-1-[(2S)-3,3-dimethyl-2-[4-[(4-nitrophenoxy)methyl]triazol-1-yl]butanoyl]-4-hydroxy-N-methyl-pyrrolidine-2-carboxamide